O1CC(CC1)NC1=C2CCN(CC2=CC=C1)C(=O)OC(C)(C)C t-butyl 5-((tetrahydrofuran-3-yl)amino)-3,4-dihydroisoquinoline-2(1H)-carboxylate